C(C1=CC=CC=C1)OC1=C(C=C(C=C1F)F)C1CC(OCC1)=O 4-(2-(benzyloxy)-3,5-difluorophenyl)tetrahydro-2H-pyran-2-one